B(F)(F)F.C(C)(C)(C)OC(=O)N1C[C@H]([C@@H](C1)C1=CC=C(C=C1)C#N)C[K] |r| racemic-(((3S,4R)-1-(tert-butoxycarbonyl)-4-(4-cyanophenyl)pyrrolidin-3-yl)methyl)potassium trifluoroborate